(S)-2-cyclohexyl-4-(3-(methylamino)azepan-1-yl)phthalazin-1(2H)-one C1(CCCCC1)N1C(C2=CC=CC=C2C(=N1)N1C[C@H](CCCC1)NC)=O